5-chloro-3-(3,4-dimethylbenzamido)benzofuran-2-carboxylic acid ClC=1C=CC2=C(C(=C(O2)C(=O)O)NC(C2=CC(=C(C=C2)C)C)=O)C1